C(C1=CC=CC=C1)N=S(/C=C/CNC(=O)C=1C(NC=2CCCCC2C1)=O)(=O)C1=CC(=C(C=C1)OC)F N-[(2E)-3-[(benzylimino)(3-fluoro-4-methoxyphenyl)oxo-λ6-sulfanyl]prop-2-en-1-yl]-2-oxo-1,2,5,6,7,8-hexahydroquinoline-3-carboxamide